BrC1=C(C=2N(C=C1)C(=CN2)I)Cl 7-bromo-8-chloro-3-iodoimidazo[1,2-a]pyridine